hydroxyimidazo[1,2-a]pyridine-7-carboximidamide OC=1N=C2N(C=CC(=C2)C(N)=N)C1